4-(difluoromethylene)-3-ethylpiperidine-1-carboxylic acid tert-butyl ester C(C)(C)(C)OC(=O)N1CC(C(CC1)=C(F)F)CC